C(=O)C=1C=CC=2OCCN(C2N1)C(=O)NC1=NC=C(C=C1)C(F)(F)F 6-formyl-N-(5-(trifluoromethyl)pyridin-2-yl)-2H-pyrido[3,2-b][1,4]Oxazine-4(3H)-carboxamide